1-(6-chloro-3-pyridylmethyl)-N-nitroimidazolidine-2-yl-amine ClC1=CC=C(C=N1)CN1C(NCC1)N[N+](=O)[O-]